C(CCCCCCC)N1C(CCC1)=O 1-Octyl-2-pyrrolidone